methyl (3-amino-4-methoxyphenoxy)acetate HCl salt Cl.NC=1C=C(OCC(=O)OC)C=CC1OC